C1CSCC(N1)C(=O)[O-] The molecule is the conjugate base of thiomorpholine-3-carboxylic acid. It is a member of thiomorpholines and a monocarboxylic acid anion. It is a conjugate base of a thiomorpholine-3-carboxylic acid and a thiomorpholine-3-carboxylic acid zwitterion.